4-[[3-(3-chloro-2-fluoro-phenyl)-4-(4-chloro-2-fluoro-phenyl)-4-cyano-5-(2,2-dimethylpropyl)pyrrolidine-2-carbonyl]amino]-3-methoxy-benzoic acid ClC=1C(=C(C=CC1)C1C(NC(C1(C#N)C1=C(C=C(C=C1)Cl)F)CC(C)(C)C)C(=O)NC1=C(C=C(C(=O)O)C=C1)OC)F